ClC1=CC=C(C=C1)CCNC(=O)N1CC2=C(CCC1)C=C(C=C2)OC N-[2-(4-chlorophenyl)ethyl]-7-methoxy-2,3,4,5-tetrahydro-1H-2-benzazepine-2-carboxamide